Cl.O=C1NC(CC[C@H]1NC(C1=C(C=C(C=C1)N1CCNCC1)F)=O)=O.[I].[Rh] |r| rhodium iodine (±)-N-(2,6-Dioxopiperidin-3-yl)-2-fluoro-4-(piperazin-1-yl)benzamide hydrochloride